ethyl 4-(2-(4-chlorophenyl) acetyl)-1H-pyrrole-2-carboxylate ClC1=CC=C(C=C1)CC(=O)C=1C=C(NC1)C(=O)OCC